4-(deca-1,7-dien-4-yloxy)-3-ethoxybenzaldehyde C=CCC(CCC=CCC)OC1=C(C=C(C=O)C=C1)OCC